N=1OC(=C2CN(CCC21)C(=O)OC(C)(C)C)C(=O)OCC 5-tert-butyl 3-ethyl 4H,5H,6H,7H-[1,2]oxazolo[4,3-c]pyridine-3,5-dicarboxylate